5-benzyloxy-2,4-dichloropyrimidine C(C1=CC=CC=C1)OC=1C(=NC(=NC1)Cl)Cl